2,6-dichloro-4-aminobenzene ClC1=CC(=CC(=C1)N)Cl